1-[(2R/S)-tetrahydrofuran-2-yl]methylamine O1[C@H](CCC1)CN |r|